COC1=C(C=CC(=C1)C(F)(F)F)C=1N(C(C=2N(C=NC2N1)C)=O)C 2-(2-Methoxy-4-trifluoromethylphenyl)-1,7-dimethyl-1,7-dihydro-6H-purin-6-one